tris[(tribenzazepinyl)phenyl]amine C1(=CC=CC=2C3=C(NC4=C(C21)C=CC=C4)C=CC=C3)C3=C(C=CC=C3)N(C3=C(C=CC=C3)C3=CC=CC=4C2=C(NC1=C(C43)C=CC=C1)C=CC=C2)C2=C(C=CC=C2)C2=CC=CC=1C4=C(NC3=C(C12)C=CC=C3)C=CC=C4